COC1=CC(=NC=N1)C1=CC(=NN1)C(=O)N1CCC(CC1)C(=O)NC1CCC(CC1)C 1-[5-(6-methoxypyrimidin-4-yl)-1H-pyrazole-3-carbonyl]-N-[(1s,4s)-4-methylcyclohexyl]piperidine-4-carboxamide